6-Bromo-3,8-dimethylimidazo[1,2-a]pyridine BrC=1C=C(C=2N(C1)C(=CN2)C)C